CC1(NC(C(N1)=O)(C)C)C 2,2,5,5-tetramethyl-4-imidazolidinone